Methyl-(S)-2-((S)-2-(3-((tert-butoxycarbonyl)amino)-2-oxopyridin-1(2H)-yl)-3-cyclohexylpropanamido)-3-((S)-2-oxopyrrolidin-3-yl)propanoat COC([C@H](C[C@H]1C(NCC1)=O)NC([C@H](CC1CCCCC1)N1C(C(=CC=C1)NC(=O)OC(C)(C)C)=O)=O)=O